CC=1C(=CC=NC1)C(F)(F)F 5-methyl-4-(trifluoromethyl)pyridin